COC1=CC=C(C=C1)C1=CN=C2N1C=CN=C2NC2=CC=C(C(=O)N(C1CCN(CC1)C)C)C=C2 4-[[3-(4-methoxyphenyl)imidazo[1,2-a]pyrazin-8-yl]amino]-N-methyl-N-(1-methylpiperidin-4-yl)benzamide